2-Fluoro-5-(((2-(3-methylbutanoyl)-9-oxo-2,3,4,9,11,11a-hexahydro-1H-pyrazino[1',2':3,4]imidazo[1,2-c]pyrimidin-7-yl)oxy)methyl)benzonitrile FC1=C(C#N)C=C(C=C1)COC=1C=C2N(C(N1)=O)CC1N2CCN(C1)C(CC(C)C)=O